1-(4-Acetamido-phenyl)-[1]benzopyrano[3,4-d]imidazol-4(1H)-one C(C)(=O)NC1=CC=C(C=C1)N1C=NC2=C1C1=C(OC2=O)C=CC=C1